(R)-6-(3-methoxybenzyl)-3-methyl-5-((1-methylpyrrolidin-3-yl)amino)pyrazine-2-carbonitrile COC=1C=C(CC2=C(N=C(C(=N2)C#N)C)N[C@H]2CN(CC2)C)C=CC1